C(C)OC(C1=CC(=C(C=C1)O)O)=O Ethyl-3,4-dihydroxy-benzoate